5-((5-(4-(tert-butyl)phenyl)-1-cyclopropyl-1H-1,2,4-triazol-3-yl)methyl)-5-azaspiro[2.4]heptane C(C)(C)(C)C1=CC=C(C=C1)C1=NC(=NN1C1CC1)CN1CC2(CC2)CC1